CC1=NC(=NC(=C1)C)S 4,6-dimethylpyrimidin-2-thiol